CC1=C(N=C(O1)C1=CC=C(C(=O)NCC=2C=NC=CC2)C=C1)CS(=O)(=O)C1=CC=C(C)C=C1 4-(5-methyl-4-(tosylmethyl)oxazol-2-yl)-N-(pyridin-3-ylmethyl)benzamide